C(=O)NC1=C(C=CC=C1)C(CC(C(=O)OCC)NC(CCCCCCCCCCCCCCC)=O)=O ethyl 4-(2-formylaminophenyl)-4-oxo-2-palmitoylaminobutyrate